methyl oleyltaurate sodium salt [Na].C(CCCCCCC\C=C/CCCCCCCC)NCCS(=O)(=O)OC